9-(3-bromophenyl-2,4,6-d3)-3-phenyl-9H-carbazole-1,2,4,5,6,7,8-d7 BrC=1C(=C(C(=CC1[2H])[2H])N1C2=C(C(=C(C(=C2C2=C(C(=C(C(=C12)[2H])[2H])C1=CC=CC=C1)[2H])[2H])[2H])[2H])[2H])[2H]